C1=CC2=CC(=C(C(=C2C(=O)C(=C1)O)O)O)O The molecule is a cyclic ketone that is 5H-benzocycloheptene bearing an oxo group at position 5 and hydroxy groups at positions 2, 3, 4 and 6. It has a role as an antibacterial agent, an antioxidant, an EC 1.17.3.2 (xanthine oxidase) inhibitor and a protective agent. It is a tetrol, a cyclic ketone and a member of phenols. It derives from a hydride of a 5H-benzocycloheptene.